N-(3-(trifluoromethyl)phenyl)-4,5,6,7-tetrahydrothieno[2,3-c]pyridine-3-carboxamide hydrochloride Cl.FC(C=1C=C(C=CC1)NC(=O)C1=CSC=2CNCCC21)(F)F